N1C=NC=2C(=NC=3C=CC=CC3C21)N 1H-imidazo[4,5-c]quinolin-4-amine